(E)-5-amino-N-(3-chloro-4-fluorophenyl)-3-(6-(hydroxyimino)bicyclo[3.2.0]Hept-3-yl)-1-methyl-1H-pyrazole-4-carboxamide NC1=C(C(=NN1C)C1CC2C\C(\C2C1)=N/O)C(=O)NC1=CC(=C(C=C1)F)Cl